5'-Phenyl-[1,1':2',1''-terphenyl]-4-amine C1(=CC=CC=C1)C1=CC=C(C(=C1)C1=CC=C(C=C1)N)C1=CC=CC=C1